N-(4-(1-methyl-1H-pyrazol-5-yl)phenyl)-4-(2-methyl-6,7-dihydropyrazolo[1,5-a]pyrimidin-4(5H)-yl)-4-oxobutanamide CN1N=CC=C1C1=CC=C(C=C1)NC(CCC(=O)N1C=2N(CCC1)N=C(C2)C)=O